4-(tert-butoxycarbonyl)-1,4-oxazepane-6-carboxylic acid C(C)(C)(C)OC(=O)N1CCOCC(C1)C(=O)O